tert-butyl rac-(1-(4-aminopyridin-2-yl)-2-((tert-butyldimethylsilyl)oxy)ethyl)(methyl)carbamate NC1=CC(=NC=C1)[C@H](CO[Si](C)(C)C(C)(C)C)N(C(OC(C)(C)C)=O)C |r|